CC=1C(=NC(=C(C1)N)C1=CC=CC=C1)C=1C=NC(=CC1)S(=O)(=O)C 3-methyl-6'-(methylsulfonyl)-6-phenyl-[2,3'-bipyridine]-5-amine